BrC1=CC(=NC(=C1)C1=CC=CC=C1)C1=CC=CC=C1 4-bromo-2,6-diphenylpyridine